N-[(Z)-5-cyanopent-4-enyl]-5-[4-(trifluoromethyl)phenyl]naphthalene-2-carboxamide C(#N)\C=C/CCCNC(=O)C1=CC2=CC=CC(=C2C=C1)C1=CC=C(C=C1)C(F)(F)F